NC1=NC=NN2C1=CC=C2[C@@]2(O[C@@H]([C@@H]1[C@H]2OC(O1)(C)C)COP(=O)(OC1=CC=CC2=CC=CC=C12)N[C@@H](C)C(=O)OC1CCC1)C#N Cyclobutyl ((((3aR,4R,6R,6aR)-6-(4-aminopyrrolo[2,1-f][1,2,4]triazin-7-yl)-6-cyano-2,2-dimethyltetrahydrofuro[3,4-d][1,3]dioxol-4-yl)methoxy)(naphthalen-1-yloxy)phosphoryl)-L-alaninate